trisxylenol phosphate P(=O)(O)(O)O.C1(C(C=CC=C1)C)(C)O.C1(C(C=CC=C1)C)(C)O.C1(C(C=CC=C1)C)(C)O